O1CC(C1)C1CCNCC1 4-(oxetan-3-yl)piperidine